4-[6-(4-tert-butyl-5-chloro-2-methyl-phenyl)-2-methyl-4-oxo-1H-pyridin-3-yl]pyrimidine-2-carboxamide C(C)(C)(C)C1=CC(=C(C=C1Cl)C1=CC(C(=C(N1)C)C1=NC(=NC=C1)C(=O)N)=O)C